3-[3-[6-(1-methylpyrazol-4-yl)pyrrolo[1,2-b]pyridazin-4-yl]-3,8-diazabicyclo[3.2.1]oct-8-yl]cyclobutan-1-carbonitrile CN1N=CC(=C1)C=1C=C2N(N=CC=C2N2CC3CCC(C2)N3C3CC(C3)C#N)C1